5-cyclohexyl-5-hydroxy-1,3-diphenyl-2,4-imidazolidinedione C1(CCCCC1)C1(C(N(C(N1C1=CC=CC=C1)=O)C1=CC=CC=C1)=O)O